C1(=CC=CC=C1)[C@@H]([C@@H](N)C1=CC=CC=C1)N (1s,2s)-1,2-diphenyl-1,2-ethylenediamine